(R)-N-(5-(1,4-oxazepan-5-yl)pyridin-3-yl)-4-amino-1-(2,6-dichlorophenyl)-6-oxo-1,6-dihydropyrimidine-5-carboxamide O1CCN[C@H](CC1)C=1C=C(C=NC1)NC(=O)C1=C(N=CN(C1=O)C1=C(C=CC=C1Cl)Cl)N